(3R,6R)-1-N-tert-butoxycarbonyl-6-methylpiperazine-3-carboxylic acid methyl ester COC(=O)[C@H]1CN([C@@H](CN1)C)C(=O)OC(C)(C)C